[Mn].[Ni].[Co].[Li].[Cu].[Al] aluminum-copper-lithium-cobalt-nickel-manganese